ClC1=C(C#N)C=CC(=C1)N1[C@H](CN([C@@H](C1)C)C(C1=CN=C(C=C1)OCC=O)=O)C 2-Chloro-4-((2S,5R)-2,5-dimethyl-4-(6-(2-oxoethoxy)nicotinoyl)piperazin-1-yl)benzonitrile